ClC=1C=C(C=C(C1)Cl)C1=CC(=CC(=C1)COS(=O)(=O)C)OC=1C=CC(=NC1)N1CCN(CC1)C(=O)OC(C)(C)C tert-Butyl 4-(5-((3',5'-dichloro-5-(((methylsulfonyl)oxy)methyl)-[1,1'-biphenyl]-3-yl)oxy)pyridin-2-yl)piperazine-1-carboxylate